CC(COOC(C(=O)[O-])(CCCC)CC)(CC(C)C)C 2,2,4-trimethylpentylperoxy-2-Ethylhexanoate